tris[2,4-di-tertiary-butylphenyl] phosphite P(OC1=C(C=C(C=C1)C(C)(C)C)C(C)(C)C)(OC1=C(C=C(C=C1)C(C)(C)C)C(C)(C)C)OC1=C(C=C(C=C1)C(C)(C)C)C(C)(C)C